COCCOCO[C@H](CC(=O)OC)CC1=CC(=CC=C1)C#CC1=CSC=C1 Methyl (S)-3-((2-methoxyethoxy)methoxy)-4-(3-(thiophen-3-ylethynyl)phenyl)butanoate